C1C=CC2(N1C1=CC=CC=C1C=N2)C(=O)O pyrrolo[1,2-a]quinazoline-3a-carboxylic acid